C(C)C12OCC(CO1)(CO2)CO 1-ethyl-4-hydroxymethyl-2,6,7-trioxabicyclo-[2.2.2]Octane